C1=COC=CC1=O The molecule is a pyranone that is 4H-pyran substituted by an oxo group at position 4. It derives from a hydride of a 4H-pyran.